ClC1=NN2C=3CCCN(C3C=NC2=C1)C1=CC=C(C=C1)[C@@H](C(F)(F)F)N(C(=O)C1CCN(CC1)C(COC(C)=O)=O)C [2-[4-[[(1S)-1-[4-(4-chloro-2,3,7,10-tetrazatricyclo[7.4.0.02,6]trideca-1(9),3,5,7-tetraen-10-yl)phenyl]-2,2,2-trifluoro-ethyl]-methyl-carbamoyl]-1-piperidyl]-2-oxo-ethyl]acetate